C1=C2C=CC3=CC(=CC=C13)C(=O)OCCOC2=O ethylene 2,6-naphthalenedi-carboxylate